ClC1=CC(=C(C=C1)C1COC2=C(O1)C=CC=C2N2CCN(CC2)CC2=NC=1C(=NC(=CC1)C(=O)OC)N2C[C@H]2OCC2)F methyl 2-((4-(2-(4-chloro-2-fluorophenyl)-2,3-dihydrobenzo[b][1,4]dioxin-5-yl) piperazin-1-yl)methyl)-3-((S)-oxetan-2-ylmethyl)-3H-imidazo[4,5-b]pyridine-5-carboxylate